C(#N)C1=CC=C(C=C1)C(CSC1=NN=NN1C1=C(C=C(C(=O)O)C=C1)F)=O 4-(5-((2-(4-cyanophenyl)-2-oxoethyl)thio)-1H-tetrazol-1-yl)-3-fluorobenzoic acid